CP(OC)OC dimethyl (methylphosphonite)